(R)-1-(3-(3-(5-amino-6-fluoropyrazin-2-yl)-5-chlorophenyl)morpholino)prop-2-en-1-one NC=1N=CC(=NC1F)C=1C=C(C=C(C1)Cl)[C@@H]1COCCN1C(C=C)=O